[Cl-].OC(C[N+](C)(C)C)CCl N-(2-hydroxy-3-chloropropyl)trimethyl-ammonium chloride